(2-fluorophenyl)-N-methylcarboxamide FC1=C(C=CC=C1)C(=O)NC